FC1=C(C(=CC(=C1)NC1CN(C1)CCCF)F)[C@H]1N([C@@H](CC2=C1NC1=CC(=CC=C21)I)C)CC(CO)(F)F 3-((1R,3R)-1-(2,6-difluoro-4-((1-(3-fluoropropyl)azetidin-3-yl)amino)phenyl)-7-iodo-3-methyl-1,3,4,9-tetrahydro-2H-pyrido[3,4-b]indol-2-yl)-2,2-difluoropropan-1-ol